2-Deuterio-5-[(2S,6R)-11-[(1R,4R)-2,5-diazabicyclo[2.2.1]heptan-2-yl]-6-methyl-4,7,10-triazatricyclo[7.4.0.02,7]trideca-1(9),10,12-trien-4-yl]quinoline-8-carbonitrile [2H]C1=NC2=C(C=CC(=C2C=C1)N1C[C@@H]2C=3C=CC(=NC3CN2[C@@H](C1)C)N1[C@H]2CN[C@@H](C1)C2)C#N